alpha-Methyl-1,3-benzodioxole-5-propionaldehyde CC(C=O)CC1=CC2=C(OCO2)C=C1